(R)-5-isopropyl-5-{4-[4-(5-phenyl-[1,3,4]thiadiazol-2-yl)piperidine-1-carbonyl]phenyl}imidazolidine-2,4-dione C(C)(C)[C@]1(C(NC(N1)=O)=O)C1=CC=C(C=C1)C(=O)N1CCC(CC1)C=1SC(=NN1)C1=CC=CC=C1